4-fluoro-3-hydroxy-benzyl alcohol FC1=C(C=C(CO)C=C1)O